((1s,4R)-4-methylcyclohexyl)isobutyramide CC1CCC(CC1)C(C(=O)N)(C)C